4,7-dibromo-2-octyl-2H-benzene BrC1=CC(CC=C1)CCCCCCC(C)Br